C(#N)C1=C(SC2=C1C(=NC=C2F)C=2C1=C(C=3C=NC(=NC3C2F)N2C[C@H]([C@@H](C2)C(C)(C)O)N(C)C)COC1)NC(OC(C)(C)C)=O tert-Butyl (3-cyano-4-(3-((3S,4R)-3-(dimethylamino)-4-(2-hydroxypropan-2-yl)pyrrolidin-1-yl)-5-fluoro-7,9-dihydrofuro[3,4-f]quinazolin-6-yl)-7-fluorothieno[3,2-c]pyridin-2-yl)carbamate